N-(3,4-dimethylphenyl)-8-methyl-2-(4-methylbenzyl)-4,5-dihydro-2H-furo[2,3-g]indazole-7-carboxamide CC=1C=C(C=CC1C)NC(=O)C1=C(C2=C(CCC3=CN(N=C23)CC2=CC=C(C=C2)C)O1)C